N-ethyl-N-propyl-tryptamine C(C)N(CCC1=CNC2=CC=CC=C12)CCC